COC=1C=CC=2N(C1)C(=CN2)NC2=CC=CC=C2 6-methoxy-N-phenylimidazo[1,2-a]pyridin-3-amine